N1=C2N(C(=C1)C1=CC(=NC3=C(N=CC=C13)C1=CC=NN1)N1[C@@H](COCC1)C)CCC2 4-(6,7-dihydro-5H-pyrrolo[1,2-a]imidazol-3-yl)-2-[(3R)-3-methylmorpholin-4-yl]-8-(1H-pyrazol-5-yl)-1,7-naphthyridine